NC(C)C1=C(N=C(S1)C1=CC(=NN1CC)C)C1=NC(=CC2=C1C=NN2C)C(=O)N 4-[5-(1-aminoethyl)-2-(1-ethyl-3-methyl-1H-pyrazol-5-yl)-1,3-thiazol-4-yl]-1-methyl-1H-pyrazolo[4,3-c]pyridine-6-carboxamide